5-(2-fluoropyridin-4-yl)-N-(piperidine-4-yl)-1H-indole-3-carboxamide FC1=NC=CC(=C1)C=1C=C2C(=CNC2=CC1)C(=O)NC1CCNCC1